diethyl 2-(2,2-dimethoxypropyl)pyrazole-3,4-dicarboxylate COC(CN1N=CC(=C1C(=O)OCC)C(=O)OCC)(C)OC